FC1=C(C(=CC(=C1)F)F)SSC methyl (2,4,6-trifluorophenyl) disulfide